FC1(CN(C1)C(=O)C1=CC2=C(CN(CC2)C2=NC=CC(=N2)NC2=CC(=C(OC3=C(C(=O)N)C=CC=N3)C=C2)F)N1C)F 2-(4-((2-(2-(3,3-difluoroazetidin-1-carbonyl)-1-methyl-1,4,5,7-tetrahydro-6H-pyrrolo[2,3-c]pyridin-6-yl)pyrimidin-4-yl)amino)-2-fluorophenoxy)nicotinamide